Ethyl-{[1-(4-methylphenyl)-5-(3,4,5-trimethoxyphenyl)-1H-pyrazol-3-yl]oxy} acetat C(C)(=O)OOC1=NN(C(=C1CC)C1=CC(=C(C(=C1)OC)OC)OC)C1=CC=C(C=C1)C